6-(2-chloro-3,5-dimethoxyphenyl)-N-(4-morpholinophenyl)-[1,2,4]triazolo[4',3':1,6]pyrido[2,3-d]pyrimidin-2-amine ClC1=C(C=C(C=C1OC)OC)C1=CC2=C(N=C(N=C2)NC2=CC=C(C=C2)N2CCOCC2)N2C1=NN=C2